4-(2-Methyloctahydropyrrolo[3,4-d]azepin-6(1H)-yl)-N-(4-methylpent-2-yn-1-yl)-1H-benzo[d]imidazole-1-carboxamide CN1CC2CCN(CCC2C1)C1=CC=CC=2N(C=NC21)C(=O)NCC#CC(C)C